6-(2-Amino-1H-benzo[d]imidazol-5-yl)-1-((tetrahydro-2H-pyran-4-yl)methyl)-1H-imidazo[4,5-b]pyrazin-2(3H)-one dihydrochloride Cl.Cl.NC1=NC2=C(N1)C=CC(=C2)C2=CN=C1C(=N2)N(C(N1)=O)CC1CCOCC1